9,9'-(4-(3,6-dimethyl-9H-carbazol-9-yl)-3,5-bis(2,6-diphenylpyrimidin-4-yl)-1,2-phenylene)bis(3-methyl-9H-carbazole) CC=1C=CC=2N(C3=CC=C(C=C3C2C1)C)C1=C(C(=C(C=C1C1=NC(=NC(=C1)C1=CC=CC=C1)C1=CC=CC=C1)N1C2=CC=CC=C2C=2C=C(C=CC12)C)N1C2=CC=CC=C2C=2C=C(C=CC12)C)C1=NC(=NC(=C1)C1=CC=CC=C1)C1=CC=CC=C1